ClC=1C=C(C=C(C1)/C=N/C(C(C)C)O)O (E)-3-chloro-5-((1-hydroxy-2-methylprop-ylimino)methyl)phenol